FC(C1=NC2=CC=CC=C2C(=C1)N[C@@H]1C[C@@H](CCC1)NC(=O)C1=CC=C(C(=O)OC)C=C1)(F)F methyl 4-{[(1R,3S)-3-{[2-(trifluoromethyl)quinolin-4-yl]amino}cyclohexyl]carbamoyl}benzoate